1-(2-hydroxyethyl)-5-((2-(trimethylsilyl)ethoxy)methyl)-1,5-dihydro-4H-pyrazolo[3,4-d]pyridazin-4-one OCCN1N=CC2=C1C=NN(C2=O)COCC[Si](C)(C)C